ClC1=C(C=2N=C(N=C(C2C=N1)O)SC)F 7-chloro-8-fluoro-2-methylsulfanyl-pyrido[4,3-d]pyrimidin-4-ol